TITANIUM PHOSPHORUS (5R,6S,9R)-6-(2,3-difluorophenyl)-9-((triisopropylsilyl)oxy)-6,7,8,9-tetrahydro-5H-cyclohepta[b]pyridine-5-amine FC1=C(C=CC=C1F)[C@H]1[C@H](C=2C(=NC=CC2)[C@@H](CC1)O[Si](C(C)C)(C(C)C)C(C)C)N.[P].[Ti]